BrC1=C2C=NNC2=CC(=C1OC(F)(F)Cl)C 4-bromo-5-(chlorodifluoromethoxy)-6-methyl-1H-indazole